4-((2,6-difluorobenzyl)amino)-2-((1-((tetrahydrofuran-3-yl)methyl)-1H-pyrazol-4-yl)amino)pyrimidin-5-carboxamide FC1=C(CNC2=NC(=NC=C2C(=O)N)NC=2C=NN(C2)CC2COCC2)C(=CC=C1)F